2-(3'-tert-butyl-5'-(3''-dimethylvinylsilylpropoxy)-2'-hydroxyphenyl)-5-methoxybenzotriazole C(C)(C)(C)C=1C(=C(C=C(C1)OCCC[SiH2]C=C(C)C)N1N=C2C(=N1)C=CC(=C2)OC)O